Tert-Butyl 1,7-dioxo-2,5,8-triazadispiro[3.1.36.24]undecane-5-carboxylate O=C1NCC12N(C1(C(NC1)=O)CC2)C(=O)OC(C)(C)C